5-(2-chloropyrimidin-4-yl)-3-isopropyl-2-methyl-2H-pyrazolo[3,4-b]pyridine ClC1=NC=CC(=N1)C1=CC=2C(N=C1)=NN(C2C(C)C)C